FC(COS(=O)(=O)C(C(F)(F)F)(F)F)(C(C(F)(F)F)(F)F)F 2,2,3,3,4,4,4-heptafluorobutylpentafluoroethanesulfonate